NC[C@@H]1CN(CC1)C(=O)OC(C)(C)C |r| racemic-tert-butyl 3-(aminomethyl)pyrrolidine-1-carboxylate